bromo-N-benzylaniline BrN(C1=CC=CC=C1)CC1=CC=CC=C1